methyl (2S)-2-[(tert-butoxycarbonyl)amino]-3-{2-fluoro-4-[2-(4,4,5,5-tetramethyl-1,3,2-dioxaborolan-2-yl)ethoxy]phenyl}propanoate C(C)(C)(C)OC(=O)N[C@H](C(=O)OC)CC1=C(C=C(C=C1)OCCB1OC(C(O1)(C)C)(C)C)F